(4R)-4-aminoazepine NC=1C=CNC=CC1